NC1=CC=C(C=C1)N1CCC(CC1)(C)NC(OCC1=CC=CC=C1)=O benzyl 1-(4-aminophenyl)-4-methylpiperidin-4-ylcarbamate